5-AMINOPYRIDINE-2-BORONIC ACID NC=1C=CC(=NC1)B(O)O